2-amino-1,4,5,6-tetrahydropyran NC=1OCCCC1